CC1=C(C=C(C=C1)NC(C1=CC(=CC=C1)C(F)(F)F)=O)B1OC(C(O1)(C)C)(C)C N-(4-methyl-3-(4,4,5,5-tetramethyl-1,3,2-dioxaborolan-2-yl)phenyl)-3-(trifluoromethyl)benzamide